N1=C(N=CC=C1)C1(CC1)NC(=O)[C@H]1CN(CC[C@@H]1NC(=O)C1=NOC(=C1)C1=C(C=C(C=C1)F)F)CCCF (3S,4S)-4-{[5-(2,4-Difluoro-phenyl)-isoxazole-3-carbonyl]-amino}-1-(3-fluoro-propyl)-piperidine-3-carboxylic acid (1-pyrimidin-2-yl-cyclopropyl)-amide